tert-butyl (2S,4R)-2-((3-fluoro-4-(4-methylthiazol-5-yl)benzyl)carbamoyl)-4-hydroxypyrrolidine-1-carboxylate FC=1C=C(CNC(=O)[C@H]2N(C[C@@H](C2)O)C(=O)OC(C)(C)C)C=CC1C1=C(N=CS1)C